FC(S(=O)(=O)[O-])(F)F.FC=1C=C(C=C(C1)F)[S+](C1=CC(=C(C(=C1)C)OCCBr)C)C1=CC(=CC(=C1)F)F [bis(3,5-difluorophenyl)][4-(2-bromoethoxy)-3,5-dimethylphenyl]sulfonium trifluoromethanesulfonate